C(CCC)N1C=C(C2=CC=CC=C12)CCN(C)C 1-Butyl-3-[2-(dimethylamino)ethyl]indol